{2-[(prop-2-en-1-yloxy)methyl]phenoxy}tris(prop-2-yl)silane C(C=C)OCC1=C(O[Si](C(C)C)(C(C)C)C(C)C)C=CC=C1